8-(tert-butyl) 1-methyl 7-methyl-2-(4,4,5,5-tetramethyl-1,3,2-dioxaborolan-2-yl)-8-azaspiro[4.5]decane-1,8-dicarboxylate CC1CC2(CCC(C2C(=O)OC)B2OC(C(O2)(C)C)(C)C)CCN1C(=O)OC(C)(C)C